N-(1H-indazol-5-yl)quinazolin-4-amine N1N=CC2=CC(=CC=C12)NC1=NC=NC2=CC=CC=C12